FC1=C(C(=C(C(=C1F)F)F)F)S(=O)(=O)N1C[C@H](CCC1)N1N=C(C=2C1=NC=NC2N)C2=CC=C(C=C2)OC2=CC=CC=C2 (S)-1-(1-((perfluorophenyl)sulfonyl)piperidin-3-yl)-3-(4-phenoxyphenyl)-1H-pyrazolo[3,4-d]pyrimidin-4-amine